1-((6-(4-chlorophenyl)spiro[3.5]non-6-en-7-yl)methyl)-4-(4,4,5,5-tetramethyl-1,3,2-dioxaborolan-2-yl)-1,2,3,6-tetrahydropyridine ClC1=CC=C(C=C1)C=1CC2(CCC2)CCC1CN1CCC(=CC1)B1OC(C(O1)(C)C)(C)C